OC(C[C@@H]1OC[C@H]([C@@H]([C@H]1O)O)O)C (2S,3R,4S,5R)-2-(2-hydroxypropyl)tetrahydro-2H-pyran-3,4,5-triol